2,6-di-tert-butyl-4-ethyl-anisole C(C)(C)(C)C1=C(C(=CC(=C1)CC)C(C)(C)C)OC